C(C)(C)(C)OC(=O)N(C1CCN(CC1)C=1C2=CN(N=C2C(=CC1)C(=O)O)C)CC 4-[4-[tert-butoxycarbonyl(ethyl)amino]-1-piperidyl]-2-methyl-indazole-7-carboxylic acid